C[C@]12C[C@]34C[C@H]1C[C@@H]([C@H]3[C@](C(=O)C=C4)(C)CCC(=O)NC5=C(C=CC(=C5O)C(=O)O)O)O2 The molecule is a monocarboxylic acid amide obtained by the formal condensation of the amino group of 3-amino-2,4-dihydroxybenzoic acid with the carboxy group of the oxatetracyclic cage component. It is an antibiotic isolated from Streptomyces platensis and exhibits inhibitory activity against fatty acid synthase. It has a role as an antimicrobial agent, an EC 2.3.1.85 (fatty acid synthase) inhibitor, an antibacterial agent and a bacterial metabolite. It is a dihydroxybenzoic acid, a polycyclic cage, a cyclic ether, a cyclic ketone, an aromatic amide and a monocarboxylic acid amide.